3-Amino-6-bromo-2',3'-dichloro-2-fluoro-[1,1'-biphenyl]-4-carboxylic acid NC=1C(=C(C(=CC1C(=O)O)Br)C1=C(C(=CC=C1)Cl)Cl)F